methyl 3-cyclopropyl-5-iodo-7-(2-trimethylsilylethoxymethyl)-6,8-dihydrocyclopenta[g]isoquinoline-7-carboxylate C1(CC1)C=1N=CC2=CC3=C(C(=C2C1)I)CC(C3)(C(=O)OC)COCC[Si](C)(C)C